COC(=O)N1CC2=C(CC1)N=C(N2)C2=C(C=CC(=C2)C(=O)N2CCC(CC2)C2=CC=C(C=C2)C#N)C2CCC2 (5-(4-(4-cyanophenyl)piperidine-1-carbonyl)-2-cyclobutylphenyl)-6,7-dihydro-3H-imidazo[4,5-c]pyridine-5(4H)-carboxylic acid methyl ester